N1(CCCC1)C=1C=C(C=NC1)C=1N=NN(C1)CC=1N=C2N(C=C(C=C2)C=O)C1 2-((4-(5-(pyrrolidin-1-yl)pyridin-3-yl)-1H-1,2,3-triazol-1-yl)methyl)imidazo[1,2-a]pyridine-6-carboxaldehyde